FC1=C(C(=CC(=C1)F)OC)S(=O)(=O)N 2,4-difluoro-6-methoxybenzenesulfonamide